pyrrol-5-amine tert-butyl-(3aR,5s,6aS)-5-((6-(4-(trifluoromethyl)pyridin-3-yl)pyridazin-3-yl)amino)hexahydrocyclopenta[c]pyrrole-2(1H)-carboxylate C(C)(C)(C)OC(=O)N1C[C@@H]2[C@H](C1)CC(C2)NC=2N=NC(=CC2)C=2C=NC=CC2C(F)(F)F.N2C=CC=C2N